CCCCCCCCCCCCCCCCSC[C@H](COP(=O)([O-])OCC[N+](C)(C)C)NC(=O)CCCCCCCCCCCCCCC The molecule is a member of the class of 1-thio-sn-glycero-3-phosphocholines that is (2S)-2-amino-3-sulfanylpropyl 2-(trimethylazaniumyl)ethyl phosphate in which the amino group is subsituted by a palmitoyl group and the thiol is substituted by a palmityl group. It is a reversible inhibitor of secretory phospholipase A2. It has a role as an EC 3.1.1.4 (phospholipase A2) inhibitor.